tert-butyl 3-((tert-butyldimethylsilyl)oxy)cyclobutane-1-carboxylate [Si](C)(C)(C(C)(C)C)OC1CC(C1)C(=O)OC(C)(C)C